(R)-2-oxo-1-((4-(trifluoromethyl)phenyl)pyrrolidin-3-yl)cyclopropane-1-carboxamide O=C1[C@](C1)(C(=O)N)C1CN(CC1)C1=CC=C(C=C1)C(F)(F)F